ClC=1C(N(N=CC1)C=1C=NC(=CC1)N[C@@H]1C[C@H](CC1)NC=1N=NC(=CN1)C)=O 4-Chloro-2-(6-(((1S,3S)-3-((6-methyl-1,2,4-triazin-3-yl)amino)cyclopentyl)amino)pyridin-3-yl)pyridazin-3(2H)-one